N-(4-Cyanobenzyl)-6-((1-(N-(3-methoxy-6-methylpyridin-2-yl)sulfamoyl)cyclopropyl)methyl)-1-methyl-7-oxo-4,5,6,7-tetrahydro-1H-pyrazolo[3,4-c]pyridine-3-carboxamide C(#N)C1=CC=C(CNC(=O)C2=NN(C=3C(N(CCC32)CC3(CC3)S(NC3=NC(=CC=C3OC)C)(=O)=O)=O)C)C=C1